Methyl 1-(2,2,2-trifluoroethyl)-1H-1,2,4-triazole-5-carboxylate FC(CN1N=CN=C1C(=O)OC)(F)F